1H-[1,2,4]Oxadiazole O1N=CN=C1